5-(3-ethyl-5-(piperidin-4-yl)-1H-indol-2-yl)benzo[d]isoxazol-3-amine C(C)C1=C(NC2=CC=C(C=C12)C1CCNCC1)C=1C=CC2=C(C(=NO2)N)C1